6-(2-cyclopropylethyl)pyrazin-2-amine C1(CC1)CCC1=CN=CC(=N1)N